3,5-dimethyl-adamantanecarboxylic acid CC12CC3(CC(CC(C1)(C3)C)C2)C(=O)O